(E)-N'-(5-iodo-2-methylphenyl)-N,N-dimethylacetoamidine IC=1C=CC(=C(C1)/N=C(\C)/N(C)C)C